FC1=C(C=C(C=C1)CNC(=O)C1=CN=C2N1N=CC=C2)O N-[(4-fluoro-3-hydroxyphenyl)methyl]imidazo[1,2-b]pyridazine-3-carboxamide